(rac)-2,2'-bipiperidine N1C(CCCC1)C1NCCCC1